BrC=1C=C(C=2N(C1)N=C1C2C=NN1)O 6-bromo-1H-pyrazolo[3',4':3,4]pyrazolo[1,5-a]pyridine-4-ol